C(C)(C)NC1=C(C=NC2=CC=C(C=C12)C=1C=NNC1)C(=O)NCCC(=O)NC 4-(isopropylamino)-N-(3-(methylamino)-3-oxopropyl)-6-(1H-pyrazol-4-yl)quinoline-3-carboxamide